NC1=CC(=C2CN(C(NC2=C1)=O)C1CCC(CC1)C(=O)O)C (1s,4s)-4-(7-amino-5-methyl-2-oxo-1,2-dihydroquinazolin-3(4H)-yl)cyclohexanecarboxylic acid